(R)-1-(4-(4-((4-([1,2,4]triazolo[1,5-a]pyridin-7-yloxy)-3-chloro-2-fluorophenyl)amino)pyrido[3,2-d]pyrimidin-6-yl)-2-methylpiperazin-1-yl)but-2-yn-1-one N=1C=NN2C1C=C(C=C2)OC2=C(C(=C(C=C2)NC=2C1=C(N=CN2)C=CC(=N1)N1C[C@H](N(CC1)C(C#CC)=O)C)F)Cl